3-hydroxy-5-(trifluoromethyl)pyridine OC=1C=NC=C(C1)C(F)(F)F